ClC1=C2C=CC=NC2=C(C(=C1)C(NC(CCC)=O)C=1C=NC=NC1)O N-((5-chloro-8-hydroxyquinolin-7-yl)(pyrimidin-5-yl)methyl)butyramide